4-(11-(4,4-difluorocyclohexyl)-6-oxo-3-(pyridin-2-yl)-10-(trifluoromethyl)-3,4-dihydro-2H,6H-[1,4]thiazepino[2,3,4-ij]quinazolin-8-yl)-2,6-dimethylpiperazine-1-carboxylate FC1(CCC(CC1)C1=C(C=C2C(=NC(N3C2=C1SCC(C3)C3=NC=CC=C3)=O)N3CC(N(C(C3)C)C(=O)[O-])C)C(F)(F)F)F